C(C)(C)(C)OC(=O)N1CCC(CC1)OC1=CC=C(C=2N=CC=NC12)C(=O)OC methyl 8-[(1-tert-butoxycarbonyl-4-piperidyl)oxy]quinoxaline-5-carboxylate